4-[(1S)-1-({8-[4-fluoro-2-(trifluoromethyl)benzyl]-7-oxo-pyrido[2,3-d]pyrimidin-2-yl}amino)ethyl]benzoic acid methyl ester COC(C1=CC=C(C=C1)[C@H](C)NC=1N=CC2=C(N1)N(C(C=C2)=O)CC2=C(C=C(C=C2)F)C(F)(F)F)=O